6-((3S,4S)-4-amino-3-methyl-2-oxa-8-azaspiro[4.5]decan-8-yl)-3-(1-(3-fluorophenyl)cyclopropyl)-1,5-dihydro-4H-pyrazolo[3,4-d]pyrimidin-4-one N[C@@H]1[C@@H](OCC12CCN(CC2)C=2NC(C1=C(N2)NN=C1C1(CC1)C1=CC(=CC=C1)F)=O)C